2-((4-fluoro-2-methylphenyl)amino)-N-(3-methylpyridin-4-yl)-5-(trifluoromethyl)benzamide FC1=CC(=C(C=C1)NC1=C(C(=O)NC2=C(C=NC=C2)C)C=C(C=C1)C(F)(F)F)C